N-(3-dimethylaminopropyl)-N'-ethyl-carbodiimide CN(CCCN=C=NCC)C